N1N=C(C=C1)CC=1SC2=C(N(C=3C(N(N=CC32)CC=3N=CSC3Cl)=O)C)N1 2-((1H-pyrazol-3-yl)methyl)-6-((5-chlorothiazol-4-yl)methyl)-4-methyl-4H-thiazolo[5',4':4,5]pyrrolo[2,3-d]pyridazin-5(6H)-one